1,2,3-propanetricarboxylic acid tris(4-n-heptylcyclohexylamide) C(CCCCCC)C1CCC(CC1)NC(=O)CC(CC(=O)NC1CCC(CC1)CCCCCCC)C(=O)NC1CCC(CC1)CCCCCCC